6-hydroxy-2-(piperidin-2-yl)pyrimidin-4(5H)-one OC=1CC(N=C(N1)C1NCCCC1)=O